CN1C(CCC1)=O n-Methyl-2-pyrrolidon